N-methyl-2,4-dimethyl-2-(2-nitrophenyl)pent-4-enamide tert-butyl-[2-hydroxy-2-(4-hydroxyphenyl)ethyl]carbamate C(C)(C)(C)N(C(O)=O)CC(C1=CC=C(C=C1)O)O.CNC(C(CC(=C)C)(C1=C(C=CC=C1)[N+](=O)[O-])C)=O